CC1=C(C2=C(N=CN=C2NC2(CC2)C)O1)C(=O)N1CCC2(CC1)C=CC1=CC=CC=C12 6-methyl-N-(1-methylcyclopropyl)-5-({spiro[inden-1,4'-piperidin]-1'-yl}carbonyl)furo[2,3-d]pyrimidin-4-amine